carbamic acid p-aminobenzyl ester NC1=CC=C(COC(N)=O)C=C1